4-bromo-3-((tert-butyldimethylsilyl)oxy)benzenesulfonamide BrC1=C(C=C(C=C1)S(=O)(=O)N)O[Si](C)(C)C(C)(C)C